1,2-diphenylethylmethanesulfonamide C1(=CC=CC=C1)C(CC1=CC=CC=C1)CS(=O)(=O)N